NC=1N=CC2=C(N1)N(C(S2)=O)[C@H]2CS[C@H](O2)C(=O)O[C@H]2[C@@H](CC[C@H](C2)C)C(C)C [(1R,2S,5R)-2-isopropyl-5-methyl-cyclohexyl] (2S,5R)-5-(5-amino-2-oxo-thiazolo[4,5-d]pyrimidin-3-yl)-1,3-oxathiolane-2-carboxylate